methyl-propane sodium [Na].CCCC